methyl 8-(1-methoxyethyl)-2-methylimidazo[1,2-b]pyridazine-7-carboxylate COC(C)C=1C=2N(N=CC1C(=O)OC)C=C(N2)C